6-(2-hydroxy-2-methyl-propylamino)-8-methyl-2-thieno[2,3-c]pyridin-5-yl-3H-quinazolin-4-one OC(CNC=1C=C2C(NC(=NC2=C(C1)C)C=1C=C2C(=CN1)SC=C2)=O)(C)C